7,4'-dihydroxyflavanone OC1=CC=C2C(CC(OC2=C1)C1=CC=C(C=C1)O)=O